COC(COC(C)C)C propylene glycol isopropyl methyl ether